(S)-1-(benzo[d]thiazol-6-yl)-N-methylpropan-2-amine S1C=NC2=C1C=C(C=C2)C[C@H](C)NC